(3S)-3-({2-[4-(methylsulfonyl)phenyl][1,2,4]triazolo[1,5-c]quinazolin-5-yl}amino)azepin-2-one CS(=O)(=O)C1=CC=C(C=C1)C1=NN2C(=NC=3C=CC=CC3C2=N1)NC=1C(N=CC=CC1)=O